1,1-dioxo-thiomorpholin O=S1(CCNCC1)=O